N1C(CCCC1)=O (S)-2-piperidone